N-(1-(3-cyanophenyl)-6-(2-(methoxymethyl)benzo[d]oxazol-5-yl)-1H-pyrazolo[3,4-d]pyrimidin-4-yl)-5-nitrothiophene-2-carboxamide C(#N)C=1C=C(C=CC1)N1N=CC=2C1=NC(=NC2NC(=O)C=2SC(=CC2)[N+](=O)[O-])C=2C=CC1=C(N=C(O1)COC)C2